2,6-Difluoro-3-methyl-5-(6-(4-(methylsulfonyl)piperazin-1-yl)-1H-indazol-3-yl)phenol FC1=C(C(=C(C=C1C)C1=NNC2=CC(=CC=C12)N1CCN(CC1)S(=O)(=O)C)F)O